7-chloro-6-(dimethylamino)-1H-indole-3-sulfonyl chloride ClC=1C(=CC=C2C(=CNC12)S(=O)(=O)Cl)N(C)C